CN(C(=O)[C@H]1CN(CC[C@@H]1NC(=O)C1=NOC(=C1)C1=C(C=C(C=C1)F)F)[C@H]1[C@@H](CC1)C)C (3S,4S)-4-{[5-(2,4-difluoro-phenyl)-isoxazole-3-carbonyl]-amino}-1-((1R,2R)-2-methyl-cyclobutyl)-piperidine-3-carboxylic acid dimethylamide